N-(5-chloro-2,4-difluorophenyl)-N-methyl-4,5-dihydro-1H-pyrazole-5-carboxamide ClC=1C(=CC(=C(C1)N(C(=O)C1CC=NN1)C)F)F